6-((1-Hydroxycyclopropyl)ethynyl)-4-(6-(6-((6-methoxypyridin-3-yl)methyl-d2)-3,6-diazabicyclo[3.1.1]heptan-3-yl)pyridin-3-yl)pyrazolo[1,5-a]pyridine-3-carbonitrile OC1(CC1)C#CC=1C=C(C=2N(C1)N=CC2C#N)C=2C=NC(=CC2)N2CC1N(C(C2)C1)C([2H])([2H])C=1C=NC(=CC1)OC